2-(((1-(4-chlorobenzyl)-1H-pyrrolo[2,3-c]pyridin-4-yl)methyl)amino)ethan-1-ol ClC1=CC=C(CN2C=CC=3C2=CN=CC3CNCCO)C=C1